[B].[Ba].N=1C=C(N2N=CC=CC21)C#CC2=C(C(=O)NC1=CC(=CC(=C1)C(F)(F)F)S(=O)(=O)C)C=CC(=C2)C (imidazo[1,2-b]pyridazin-3-ylethynyl)-4-methyl-N-(3-(methylsulfonyl)-5-(trifluoromethyl)phenyl)benzamide barium-boron